NC1=NC=CC=C1C1=NC=2C(=NC(=CC2)C=2C=C(C#N)C=CC2)N1C1=CC=C(C=C1)CN1CCN(CC1)C(C1=CC(=C(C=C1)C=O)O)=O 3-(2-(2-aminopyridin-3-yl)-3-(4-((4-(4-formyl-3-hydroxybenzoyl)piperazin-1-yl)methyl)phenyl)-3H-imidazo[4,5-b]pyridin-5-yl)benzonitrile